6-methyl-N-(4-(pyrimidin-2-yl)benzyl)piperazine-2-carboxamide CC1CNCC(N1)C(=O)NCC1=CC=C(C=C1)C1=NC=CC=N1